FC1=C(C(=CC=C1)OC)C(CO)NC(OC(C)(C)C)=O tert-butyl (1-(2-fluoro-6-methoxyphenyl)-2-hydroxyethyl)carbamate